6-(1-Isopropyl-1H-pyrazol-3-yl)-N-(4-methoxypyridin-2-yl)-5-methyl-2-(1-methyl-1H-imidazol-2-yl)pyrrolo[2,1-f][1,2,4]triazin-4-amine C(C)(C)N1N=C(C=C1)C=1C(=C2C(=NC(=NN2C1)C=1N(C=CN1)C)NC1=NC=CC(=C1)OC)C